C(#N)C1=C(OC=2C(=NC3=CC=CC=C3N2)OCC2CCN(CC2)C(CN2CCC(CC2)C2=C(C=C(C=C2)NC2C(NC(CC2)=O)=O)F)=O)C(=CC=C1NS(N(C)CC)(=O)=O)F 2-cyano-3-[[ethyl(methyl)sulfamoyl]amino]-6-fluorophenoxy-2-[[1-[2-[4-[4-[(2,6-dioxopiperidin-3-yl)amino]-2-fluorophenyl]piperidin-1-yl]acetyl]piperidin-4-yl]methoxy]quinoxaline